ClC=1C=C2C(=NC(=NC2=C(C1C1=C(C(=CC=N1)C)C(F)(F)F)F)OCC1(CC1)CN1CC(CCC1)(C)C)N1CC2CCC(C1)N2 6-(6-chloro-4-{3,8-diazabicyclo[3.2.1]octan-3-yl}-2-({1-[(3,3-dimethylpiperidin-1-yl)methyl]cyclopropyl}methoxy)-8-fluoroquinazolin-7-yl)-4-methyl-5-(trifluoromethyl)pyridin